8-(Boc-amino)caprylic acid C(=O)(OC(C)(C)C)NCCCCCCCC(=O)O